8-chloro-9-(2-fluoroethyl)-5-methoxy-2,3,4,9-tetrahydro-1H-carbazole-4-carboxylic acid ClC=1C=CC(=C2C=3C(CCCC3N(C12)CCF)C(=O)O)OC